C(#N)C1=C(C=C(C(=O)O)C=C1)OCC1=CC=C(C=C1)F 4-cyano-3-((4-fluorobenzyl)oxy)benzoic acid